2-(4-bromobenzoyl)-N-(5-methoxy-1-methyl-1H-pyrazol-4-yl)cyclohexanecarboxamide BrC1=CC=C(C(=O)C2C(CCCC2)C(=O)NC=2C=NN(C2OC)C)C=C1